(2S)-2-(2-acetyl-4-chlorophenoxy)propionic acid C(C)(=O)C1=C(O[C@H](C(=O)O)C)C=CC(=C1)Cl